tert-butyl (R)-3-(hydroxymethyl)-4-(4-iodo-5-(trifluoromethyl)pyridin-2-yl)piperazine-1-carboxylate OC[C@H]1CN(CCN1C1=NC=C(C(=C1)I)C(F)(F)F)C(=O)OC(C)(C)C